N1N=C(N=C1)COC1=NC=C(C2=CC(=C(C=C12)F)F)[C@H](C)N(C(=O)NC1=CC(=C(C=C1)F)Cl)C (S)-1-(1-(1-((1H-1,2,4-triazol-3-yl)methoxy)-6,7-difluoroisoquinolin-4-yl)ethyl)-3-(3-chloro-4-fluorophenyl)-1-methylurea